(Z)-N-(1-(3,4-difluorobenzyl)-3-((3,5-dimethyl-1H-pyrrol-2-yl)methylene)-2-indolone-5-yl)benzamide FC=1C=C(CN2C(\C(\C3=CC(=CC=C23)NC(C2=CC=CC=C2)=O)=C/C=2NC(=CC2C)C)=O)C=CC1F